3,8-diethyl-2,9-dimethyl-decane-3,8-diol C(C)C(C(C)C)(CCCCC(C(C)C)(O)CC)O